tert-butyl ((5-((5-(dimethylcarbamoyl)-[1,1'-biphenyl]-3-yl)thio)thiazol-2-yl)methyl)carbamate CN(C(=O)C=1C=C(C=C(C1)C1=CC=CC=C1)SC1=CN=C(S1)CNC(OC(C)(C)C)=O)C